C(C)(=O)N1CC2C(C1)(COC2)C(=O)N2C(CC(C2)F)C(=O)NC(C2=CC=C(C=C2)C(C)C)C2=CC=CC=C2 1-{5-acetyl-hexahydro-1H-furo[3,4-c]pyrrole-3a-carbonyl}-4-fluoro-N-{phenyl[4-(propan-2-yl)phenyl]methyl}pyrrolidine-2-carboxamide